C1(=CC=CC=2C3=CC=CC=C3CC12)N(C1=CC=CC=C1)C1=CC=CC=C1 (fluorenyl)diphenylamine